5-(5-((4-cyanophenyl)(cyclopropylmethoxy)methyl-2-fluorophenylcarbamoyl)-3-(trifluoromethyl)-1H-pyrazol-1-yl)benzylcarbamate C(#N)C1=CC=C(C=C1)C=1C(=C(C=CC1)N(C(=O)C1=CC(=NN1C=1C=CC=C(CNC([O-])=O)C1)C(F)(F)F)COCC1CC1)F